2-chloro-N-(4'-chlorobiphenyl-2-yl)-nicotinamide ClC1=C(C(=O)NC2=C(C=CC=C2)C2=CC=C(C=C2)Cl)C=CC=N1